(E)-3-(4-(6-(((1S,4S,5R)-2-azabicyclo[2.2.1]heptan-5-yl)thio)pyridazin-3-yl)-3-hydroxyphenyl)-N-methylacrylamide [C@@H]12NC[C@@H]([C@@H](C1)SC1=CC=C(N=N1)C1=C(C=C(C=C1)/C=C/C(=O)NC)O)C2